FC=1C=C2C(=CNC2=CC1F)NC(=O)C(=O)NC1COC2(C1)CCN(CC2)C(=O)OC(C)(C)C tert-butyl 3-{[(5,6-difluoro-1H-indol-3-yl)carbamoyl] formamido}-1-oxa-8-azaspiro[4.5]decane-8-carboxylate